F[C@@H]1[C@H](CNC1)N(C=1SC2=C(N=NC=C2)N1)C 6-{[(3S,4S)-4-fluoropyrrolidin-3-yl](methyl)amino}[1,3]thiazolo[4,5-c]pyridazin